2-(4-Amino-phenyl)-benzo[h]chromen-4-one NC1=CC=C(C=C1)C=1OC2=C3C(=CC=C2C(C1)=O)C=CC=C3